(4R)-4-(phenylmethoxymethyl)-1,3,2-dioxathiolane 2,2-dioxide C1(=CC=CC=C1)COC[C@H]1OS(OC1)(=O)=O